OC=1OC2=C(N(C1)O)C=CC(=C2)OC 2,4-dihydroxyl-7-methoxyl-1,4-benzoxazine